O=C(C(=O)O)CCCCCCCCCCCCCC 2-ketopalmitic acid